C(C)(=O)O[C@H](C)C1=CC=C(C=C1)Br (R)-1-(4-bromophenyl)ethanol acetate